O=S1(CCC(CC1)N1C(=NC2=C3CC[C@@H](N(C3=CC=C21)C(=O)OC)C)CCN2N=CC=N2)=O methyl (7S)-3-(1,1-dioxo-1λ6-thian-4-yl)-7-methyl-2-[2-(2H-1,2,3-triazol-2-yl)ethyl]-3H,6H,7H,8H,9H-imidazo[4,5-f]quinoline-6-carboxylate